3-(3-((3-(6-amino-4-methoxypyridin-3-yl)propyl)(methyl)amino)propyl)-5-methyl-3,5-dihydro-4H-pyrimido[5,4-b]indol-4-one NC1=CC(=C(C=N1)CCCN(CCCN1C=NC2=C(N(C=3C=CC=CC23)C)C1=O)C)OC